ClC1=CC=C(N=N1)N1[C@H]2[C@@H](OCC1)CNC2 |r| rac-(4aR,7aS)-4-(6-chloropyridazin-3-yl)-3,4a,5,6,7,7a-hexahydro-2H-pyrrolo[3,4-b][1,4]oxazine